C(CCCCCO)O hexamethylene glycol